OC1=C(C(=O)N(C)C)C(=CC=C1NC1=C(C(C1=O)=O)N[C@@H](C1=NC=CC=C1C)C1(CCCC1)C)C (R)-2-hydroxy-N,N,6-trimethyl-3-((2-(((1-methylcyclopentyl)(3-methylpyridin-2-yl)methyl)amino)-3,4-dioxocyclobut-1-en-1-yl)amino)benzamide